C1(CC1)N1CC2=CC=C(C=C2C1)NC1=NC2=C(C=C(C=C2C=N1)C(F)F)N1CC2(C1)CNCC2 N-(2-cyclopropylisoindolin-5-yl)-6-(difluoromethyl)-8-(2,6-diazaspiro[3.4]octan-2-yl)quinazolin-2-amine